1-((3R,4S)-4-acetamidotetrahydrofuran-3-yl)-2-(4-(6-((4-cyano-2-fluorobenzyl)oxy)pyridin-2-yl)-2,5-difluorobenzyl)-1H-benzo[d]imidazole-6-carboxylic acid C(C)(=O)N[C@H]1[C@H](COC1)N1C(=NC2=C1C=C(C=C2)C(=O)O)CC2=C(C=C(C(=C2)F)C2=NC(=CC=C2)OCC2=C(C=C(C=C2)C#N)F)F